4-(pentafluoro-λ6-sulfanyl)-N-[trans-4-{[4'-(dimethylphosphoryl)-[1,1'-biphenyl]-4-yl]sulfonyl}cyclohexyl]aniline FS(C1=CC=C(N[C@@H]2CC[C@H](CC2)S(=O)(=O)C2=CC=C(C=C2)C2=CC=C(C=C2)P(=O)(C)C)C=C1)(F)(F)(F)F